FC(C=1C(=C(C=CC1)[C@@H](C)NC1=CC=NC2=CC(=C(C=C12)I)OC)F)F (R)-N-(1-(3-(difluoromethyl)-2-fluorophenyl)ethyl)-6-iodo-7-methoxy-quinolin-4-amine